4-(4-nitrophenyl)piperazine-1-carboxamide [N+](=O)([O-])C1=CC=C(C=C1)N1CCN(CC1)C(=O)N